C(CCCCCCCCC\C=C\C=C\CC)O (E,E)-11,13-hexadecadien-1-ol